C(C)[N+](C)(CCOC)CC diethyl(2-methoxyethyl)-methylammonium